FC=1C=CC(=NC1)C1=CN(C2=NC=CC=C21)C(=O)OC(C)(C)C tert-butyl 3-(5-fluoropyridin-2-yl)pyrrolo[2,3-b]pyridine-1-carboxylate